6-[4-(TERT-BUTOXYCARBONYL)PIPERAZIN-1-YL]PYRIDINE-2-BORONIC ACID C(C)(C)(C)OC(=O)N1CCN(CC1)C1=CC=CC(=N1)B(O)O